ClC1=C(C=CC=C1)C1=C(C(=CC=C1)NC(C)=O)F N-(2'-chloro-2-fluoro-[1,1'-biphenyl]-3-yl)acetamide